dodecyl-N,N-dimethylamino acetate C(C)(=O)ON(CCCCCCCCCCCCC)C